N[C@H]1CN(C[C@@H](C1)F)C(=O)C1=CC2=C(N(C(=N2)C=2N(C3=CC(=CC=C3C2)C(C(F)(F)F)(C)O)CC2CC2)C)C(=C1)OC 2-(2-{5-[(3R,5R)-3-amino-5-fluoropiperidine-1-carbonyl]-7-methoxy-1-methyl-1H-1,3-benzodiazol-2-yl}-1-(cyclopropylmethyl)-1H-indol-6-yl)-1,1,1-trifluoropropan-2-ol